5-methoxy-N-propyl-N-((1-(thiophene-2-ylsulfonyl)piperidin-4-yl)methyl)-1,2,3,4-tetrahydronaphthalene-2-amine COC1=C2CCC(CC2=CC=C1)N(CC1CCN(CC1)S(=O)(=O)C=1SC=CC1)CCC